4-(4-oxo-3,4-dihydro-quinazolin-2-yl)piperidine-1-carboxylic acid tert-butyl ester C(C)(C)(C)OC(=O)N1CCC(CC1)C1=NC2=CC=CC=C2C(N1)=O